C1(CC1)C1=CC(=NN1COCC[Si](C)(C)C)C1=CN=C2N1N=C(C=C2)NC21CCC(CC2)(C1)O 4-((3-(5-cyclopropyl-1-((2-(trimethylsilyl)ethoxy)methyl)-1H-pyrazol-3-yl)imidazo[1,2-b]pyridazin-6-yl)amino)bicyclo[2.2.1]heptan-1-ol